N-(2-((2S,3R)-1,2-dimethylpiperidin-3-yl)-5-fluorothieno[2,3-b]pyridin-4-yl)-6-fluorobenzo[d]thiazol-5-amine CN1[C@H]([C@@H](CCC1)C1=CC=2C(=NC=C(C2NC=2C(=CC3=C(N=CS3)C2)F)F)S1)C